ClC1=CC(=CC(=N1)N1C(C2=CC(=CC=C2C1)[C@@H](CC1=NN=CN1C)C)=O)CN1C[C@H](CCC1)C 2-(6-Chloro-4-(((S)-3-methylpiperidin-1-yl)methyl)pyridin-2-yl)-6-((R)-1-(4-methyl-4H-1,2,4-triazol-3-yl)propan-2-yl)isoindolin-1-one